FC=1C=C(C=CC1F)N1[C@@H]([C@H]2C([C@H]2C1=O)(C)C)C=O (1R,2S,5S)-3-(3,4-difluorophenyl)-6,6-dimethyl-4-oxo-3-azabicyclo[3.1.0]hexane-2-carbaldehyde